ethyl 2,3,4-trifluorobenzoate FC1=C(C(=O)OCC)C=CC(=C1F)F